C(C)C1=CC=C(C=C)C=C1 para-ethylstyrene